C[C@@H]([C@H]([C@@H](C(=O)COP(=O)([O-])[O-])O)O)O The molecule is an organophosphate oxoanion arising from deprotonation of the phosphate OH groups of L-rhamnulose 1-phosphate; major species at pH 7.3. It is a conjugate base of a L-rhamnulose 1-phosphate.